OC1=C2C(=CC=3OC=4C=C(C(=C(C4C(C13)=O)CC=C(C)C)OC)OCCCCCCC(=O)O)OC(C=C2)(C)C 7-((5-hydroxy-8-methoxy-2,2-dimethyl-7-(3-methylbut-2-en-1-yl)-6-oxo-2H,6H-pyrano[3,2-B]xanthen-9-yl)oxy)heptanoic acid